FC=1C=C2CN(CC2=CC1)C(=O)NC1=CC=C(C=C1)C12CCC(CC1)(CC2)N2C(N(CC2)C)=O 5-fluoro-N-(4-(4-(3-methyl-2-oxoimidazolidin-1-yl)bicyclo[2.2.2]octan-1-yl)phenyl)isoindoline-2-carboxamide